C(CCCCCC)N1C=C(C=C1C1=CC=CC=C1)C(=O)C1=CC=CC2=CC=CC=C12 (1-heptyl-5-phenyl-1H-pyrrol-3-yl)-1-naphthyl-methanone